4-fluoro-N-(1-(5-(2-methylpyrimidin-4-yl)-5,6,7,8-tetrahydro-1,5-naphthyridin-2-yl)ethyl)benzamide FC1=CC=C(C(=O)NC(C)C2=NC=3CCCN(C3C=C2)C2=NC(=NC=C2)C)C=C1